CN1N=NC2=C1C=CC(=C2C)[C@H](CC(=O)O)C=2C=C1CCCC1=C(C2)CN2S(C1=C(C[C@@H](C2)CC)N=CC=C1)(=O)=O |o1:31| (3R)-3-(1,4-Dimethyl-1H-benzotriazol-5-yl)-3-(7-{[(4S*)-4-ethyl-1,1-dioxido-4,5-dihydropyrido[2,3-f][1,2]thiazepin-2(3H)-yl]methyl}-2,3-dihydro-1H-inden-5-yl)propanoic acid